BrCC(=O)C=1C=NC(=CC1)Br 2-bromo-1-(6-bromopyridin-3-yl)ethan-1-one